C(C)(C)(C)OC(=O)N1C2=C(OCC1)C(=CC(=C2)C2=NC(=NC=C2F)Cl)F 6-(2-Chloro-5-fluoropyrimidin-4-yl)-8-fluoro-2,3-dihydro-4H-benzo[b][1,4]oxazine-4-carboxylic acid tert-butyl ester